4-(tert-butyl)-N-(4-(5-methoxypyridin-3-yl)-3-(2-trityl-2H-tetrazol-5-yl)phenyl)piperidine-1-carboxamide C(C)(C)(C)C1CCN(CC1)C(=O)NC1=CC(=C(C=C1)C=1C=NC=C(C1)OC)C=1N=NN(N1)C(C1=CC=CC=C1)(C1=CC=CC=C1)C1=CC=CC=C1